4-((4-(3-(6,7-dimethoxy-3,4-dihydroisoquinolin-2(1H)-yl)-3-oxoprop-1-en-1-yl)phenoxy)methyl)-N-hydroxybenzoamide COC=1C=C2CCN(CC2=CC1OC)C(C=CC1=CC=C(OCC2=CC=C(C(=O)NO)C=C2)C=C1)=O